2-((2-(((6-((4-cyano-2-fluorobenzyl)oxy)pyridin-2-yl)amino)methyl)pyrrolidin-1-yl)methyl)-1-(((S)-oxetan-2-yl)methyl)-1H-benzo[d]imidazole-6-carboxylic acid C(#N)C1=CC(=C(COC2=CC=CC(=N2)NCC2N(CCC2)CC2=NC3=C(N2C[C@H]2OCC2)C=C(C=C3)C(=O)O)C=C1)F